BrC=1C=C(C=CC1)C(C(=O)O)(CCCS(=O)(=O)C(C)(C)C=1C=NN(C1)COCC[Si](C)(C)C)C 2-(3-Bromophenyl)-2-methyl-5-((2-(1-((2-(trimethylsilyl)ethoxy)methyl)-1H-pyrazol-4-yl)propan-2-yl)sulfonyl)pentanoic acid